1-((2R)-5-bromoindene-2-carbonyl)-2-methyl-indoline-6-sulfonamide BrC=1C=C2C=C(CC2=CC1)C(=O)N1C(CC2=CC=C(C=C12)S(=O)(=O)N)C